BrC1=CC(=C(C=C1)C1CCN(CC1)C(=O)OC(C)(C)C)F tert-butyl 4-(4-bromo-2-fluorophenyl)piperidine-1-carboxylate